(S)-N-(3-(cyclohexyl(methyl)amino)-1-(4-(cyclopropanesulfonamido)pyridin-2-yl)propyl)-5-(6-ethoxypyrazin-2-yl)thiazole-2-carboxamide C1(CCCCC1)N(CC[C@@H](C1=NC=CC(=C1)NS(=O)(=O)C1CC1)NC(=O)C=1SC(=CN1)C1=NC(=CN=C1)OCC)C